N,N-diisopropyl-benzamide C(C)(C)N(C(C1=CC=CC=C1)=O)C(C)C